CN1CC2(C1)CC(C2)OC=2C=C(C=CC2)N2C=NC(=C2)NC=2N=CC(=NC2)C#N 5-((1-(3-((2-Methyl-2-azaspiro[3.3]heptan-6-yl)oxy)phenyl)-1H-imidazol-4-yl)amino)pyrazine-2-carbonitrile